C1(=CC=CC=C1)C(N1[C@@H](C1)C(=O)O)(C1=CC=CC=C1)C1=CC=CC=C1 (2S)-1-(triphenylmethyl)aziridine-2-carboxylic acid